monooxa-cyclohexene C1=COCCC1